2,4-dimethyl-7-[(3S,4R)-3-methyl-4-[N-methyl-4-(trifluoromethoxy)anilino]-1-piperidinyl]-5-oxo-thiazolo[5,4-b]pyridine-6-carbonitrile CC=1SC=2N(C(C(=C(C2N1)N1C[C@@H]([C@@H](CC1)N(C1=CC=C(C=C1)OC(F)(F)F)C)C)C#N)=O)C